4-(1-(3-methoxybenzyl)-1H-pyrrol-3-yl)-2-(methylsulfonyl)-6-(trifluoromethyl)pyrimidine COC=1C=C(CN2C=C(C=C2)C2=NC(=NC(=C2)C(F)(F)F)S(=O)(=O)C)C=CC1